ClC=1N=C(C2=C(N1)CC[S+]2[O-])NC(CO)(C)C 2-[(2-chloro-5-oxido-6,7-dihydro-thieno[3,2-d]pyrimidin-5-ium-4-yl)amino]-2-methyl-propan-1-ol